CC1=CCN2BN3C(=CC(=C3C=C12)C)C 1,5,7-trimethyl-4-bora-3a,4a-diaza-s-indacene